tert-butyl 3-(isobutylcarbamoyl)piperidine-1-carboxylate C(C(C)C)NC(=O)C1CN(CCC1)C(=O)OC(C)(C)C